2-azido-3-(3-fluoro-5-methoxyphenyl)acrylic acid ethyl ester C(C)OC(C(=CC1=CC(=CC(=C1)OC)F)N=[N+]=[N-])=O